1-[6-(2-hydroxyphenyl)pyridazin-4-yl]-N-methyl-4-(5-methylpyrazol-1-yl)-N-(piperidin-4-yl)piperidine-4-carboxamide OC1=C(C=CC=C1)C1=CC(=CN=N1)N1CCC(CC1)(C(=O)N(C1CCNCC1)C)N1N=CC=C1C